3-CHLORO-1-METHYL-1H-PYRROLE-2-CARBALDEHYDE ClC1=C(N(C=C1)C)C=O